FC1=CC=C(C=C1)[C@H]1[C@@H](C1)NCCCC=1N=C(C=NC1)N1CCCCC1 5-[3-([(1R,2S)-2-(4-fluorophenyl)cyclopropyl]amino)propyl]-3-[piperidin-1-yl]pyrazin